3-(naphthalen-2-ylamino)-3-oxopropanoic acid C1=C(C=CC2=CC=CC=C12)NC(CC(=O)O)=O